ClC1=CC(=C(O[C@H](C(=O)O)C)C=C1)C=1C(=NN(C1)C)C (S)-2-[4-chloro-2-(1-methyl-3-methyl-4-pyrazolyl)phenoxy]propionic acid